Tert-butyl N-(1-{[4-chloro-2-(2-fluorobenzoyl)phenyl]carbamoyl} ethyl)carbamate ClC1=CC(=C(C=C1)NC(=O)C(C)NC(OC(C)(C)C)=O)C(C1=C(C=CC=C1)F)=O